(S)-8-((3S,5R)-3,5-dimethylpiperazin-1-yl)-3-(4-fluorophenoxy)-11-(4-fluorophenyl)-10-(trifluoromethyl)-3,4-dihydro-2H,6H-[1,4]thiazepino[2,3,4-ij]quinazolin-6-one C[C@H]1CN(C[C@H](N1)C)C1=NC(N2C3=C(C(=C(C=C13)C(F)(F)F)C1=CC=C(C=C1)F)SC[C@H](C2)OC2=CC=C(C=C2)F)=O